2,4-Dichloro-6-(methyl-d3)-6,7-dihydro-5H-pyrrolo[3,4-b]pyridin-5-one ClC1=CC(=C2C(=N1)CN(C2=O)C([2H])([2H])[2H])Cl